1-(4-((1S,1'R)-6'-hydroxy-3,3',4,4'-tetrahydro-1'H,2H-1,2'-spirobi[naphthalen]-1'-yl)phenyl)piperidine-4-carbaldehyde OC=1C=C2CC[C@@]3(CCCC4=CC=CC=C34)[C@H](C2=CC1)C1=CC=C(C=C1)N1CCC(CC1)C=O